C(C=1CC[C@H]([C@@H](C1)C=1C(=CC(=CC1O)CCC)O)C(=C([2H])[2H])C([2H])([2H])[2H])([2H])([2H])[2H] (1'R,2'R)-5'-(methyl-d3)-2'-(prop-1-en-2-yl-d5)-4-propyl-1',2',3',4'-tetrahydro-[1,1'-biphenyl]-2,6-diol